2-bromo-N-isobutyl-N-(4-methoxybenzyl)acetamide butyl-5-(2-(((tert-butoxycarbonyl)amino)methyl)thiazole-5-sulfonimidoyl)-[1,1'-biphenyl]-3-carboxylate C(CCC)OC(=O)C=1C=C(C=C(C1)S(=O)(=N)C1=CN=C(S1)CNC(=O)OC(C)(C)C)C1=CC=CC=C1.BrCC(=O)N(CC1=CC=C(C=C1)OC)CC(C)C